FC(C1=CC=C(C=C1)C=1C=2N(C3=CC=C(C=C3N1)C(=O)O)C=CC2)(F)F 4-(4-(trifluoromethyl)phenyl)pyrrolo[1,2-a]quinoxaline-7-carboxylic acid